(1S,3'R,4'S,5'S,6'R)-5-ethynyl-6'-methyl-6-(4-ethyloxylbenzyl)-3',4',5',6'-tetrahydro-3H-spiro[isobenzofuran-1,2'-pyran]-3',4',5'-triol C(#C)C=1C=C2CO[C@]3(O[C@@H]([C@H]([C@@H]([C@H]3O)O)O)C)C2=CC1CC1=CC=C(C=C1)OCC